2-({2-[4-(2-aminoethoxy)pyridin-2-yl]-5H,6H,7H-cyclopenta[d]pyrimidin-4-yl}(methyl)amino)-N-tert-butylacetamide NCCOC1=CC(=NC=C1)C=1N=C(C2=C(N1)CCC2)N(CC(=O)NC(C)(C)C)C